4-[[2-[3-methyl-5-(1-piperidylsulfonyl)indol-1-yl]propanoylamino]methyl]benzamide CC1=CN(C2=CC=C(C=C12)S(=O)(=O)N1CCCCC1)C(C(=O)NCC1=CC=C(C(=O)N)C=C1)C